COC1=NC=C(C=N1)C=1N=NN(C1)[C@H](C(=O)OC)C(C)C methyl (2S)-2-[4-(2-methoxypyrimidin-5-yl)-1,2,3-triazol-1-yl]-3-methylbutanoate